BrC1=NOC(C1)(C)C1CCN(CC1)C(=O)OC(C)(C)C tert-butyl 4-(3-bromo-5-methyl-4H-isoxazol-5-yl)piperidine-1-carboxylate